8-(5-Phenyloxazol-2-yl)-3-(2-(trifluoromethoxy)ethyl)imidazo[5,1-d][1,2,3,5]tetrazin-4(3H)-one propyl-5-aminolevulinate C(CC)OC(CCC(=O)CN)=O.C1(=CC=CC=C1)C1=CN=C(O1)C=1N=CN2C1N=NN(C2=O)CCOC(F)(F)F